6-((((S)-oxetan-2-yl)methyl)amino)pyridinecarboxylic acid methyl ester COC(=O)C1=NC(=CC=C1)NC[C@H]1OCC1